4-tert-butoxy-4-oxo-butanoic acid C(C)(C)(C)OC(CCC(=O)O)=O